(R)-N-(5-((2-(2-(dimethylamino)ethyl)-2-ethylmorpholino)methyl)pyridin-2-yl)-5-fluoro-4-(4-fluoro-1-isopropyl-2-methyl-1H-benzo[d]imidazol-6-yl)pyrimidin-2-amine CN(CC[C@]1(OCCN(C1)CC=1C=CC(=NC1)NC1=NC=C(C(=N1)C=1C=C(C2=C(N(C(=N2)C)C(C)C)C1)F)F)CC)C